CCCOC(=O)N(C(=O)NC=1C=C2C(=CNC2=CC1)C1CCN2CCCC2C1)C1=CC=CC=C1 N-(3-propoxycarbonyl)phenyl-N'-(3-(octahydroindolizin-7-yl)-1H-indol-5-yl)urea